4-Ethyl-3-isopropoxy-1H-1,2,4-triazol-5(4H)-one C(C)N1C(=NNC1=O)OC(C)C